COC=1C=C(C=C(C1C(NCC(F)(F)F)=O)OC)C1=CN=C2N1C=CC(=C2)C=2C=NN(C2)CC(=O)OCC ethyl 2-[4-[3-[3,5-dimethoxy-4-(2,2,2-trifluoroethyl-carbamoyl)phenyl] imidazo[1,2-a]pyridin-7-yl]pyrazol-1-yl]acetate